sodium bis-butyl sulfate S(=O)(=O)(OCCCC)OCCCC.[Na]